C(C)[C@]1(C(OCC=2C(N3CC=4C(=NC=5C=C(C(=CC5C4CN4CC(C4)CO)C)F)C3=CC21)=O)=O)O (S)-4-ethyl-8-fluoro-4-hydroxy-11-((3-(hydroxymethyl)azetidin-1-yl)methyl)-9-methyl-1,12-dihydro-14H-pyrano[3',4':6,7]indolizino[1,2-b]quinoline-3,14(4H)-dione